COC1=CC=C(C=C1)N1N=NC(=C1)C1=CC=C(C=C1)C 1-(4-methoxyphenyl)-4-(p-tolyl)-1H-1,2,3-triazole